4-fluoroindan-2-amine FC1=C2CC(CC2=CC=C1)N